(7S)-9-(2-chloro-6-fluoro-phenyl)-3,7-dimethyl-13,16-dioxa-18-thia-2,4,5,8-tetraazatetracyclo[8.8.0.02,6.011,17]octadeca-1(10),3,5,8,11(17)-pentaene ClC1=C(C(=CC=C1)F)C1=N[C@H](C2=NN=C(N2C=2SC=3OCCOCC3C12)C)C